C1(CC1)C=1N=NN(C1C=C1CC2(C1)CCNCC2)C2=C(C=CC=C2Cl)Cl 2-((4-cyclopropyl-1-(2,6-dichlorophenyl)-1H-1,2,3-triazol-5-yl)methylene)-7-azaspiro[3.5]nonane